FC([C@](COC)(O)C1=CC=2C(=NC(=CC2)C2=CC=3C(N=C2)=NN(C3)C)S1)(F)F (2S)-1,1,1-trifluoro-3-methoxy-2-(6-(2-methyl-2H-pyrazolo[3,4-b]pyridin-5-yl)thieno[2,3-b]pyridin-2-yl)-2-propanol